1-Benzyl-4-(trifluoromethyl)-2,5-dihydro-1H-pyrrole-3-Carboxylic acid ethyl ester C(C)OC(=O)C=1CN(CC1C(F)(F)F)CC1=CC=CC=C1